tert-butyl 7-(2-{[4-(methanesulfonylmethyl)phenyl]amino}-5H,6H,7H,8H-pyrido[3,4-d]pyrimidin-7-yl)-8-methyl-1H,2H,3H-pyrido[2,3-b][1,4]oxazine-1-carboxylate CS(=O)(=O)CC1=CC=C(C=C1)NC=1N=CC2=C(N1)CN(CC2)C2=C(C1=C(OCCN1C(=O)OC(C)(C)C)N=C2)C